C(C)N(CC)C=1C(=C(C(=C(C(=O)O)C1)CCCCCC)C(C1=CC=CC=C1)=O)O.C(C=1C(O)=CC=CC1)(=O)OC(CCCCC)CC ethylhexyl salicylate (Diethylamino Hydroxybenzoyl HexylBenzoate)